C(C)ON1N=CC2=CC=C(C=C12)F ethoxy-6-fluoro-1H-indazol